N-[2-(2,4-dichlorophenyl)ethyl]-6,7-dihydroxy-1-phenyl-1,2,3,4-tetrahydroisoquinoline-2-carbothioamide ClC1=C(C=CC(=C1)Cl)CCNC(=S)N1C(C2=CC(=C(C=C2CC1)O)O)C1=CC=CC=C1